C1(=CC=CC=C1)C#CCN1CCCCC1 1-(3-phenyl-2-propynyl)piperidine